(S)-2-((S)-2-((S)-3-(4-Hydroxyphenyl)-2-((S)-pyrrolidine-2-carboxamido)propanamido)-3-morpholinopropanamido)-5,5-dimethylhexanoic acid OC1=CC=C(C=C1)C[C@@H](C(=O)N[C@H](C(=O)N[C@H](C(=O)O)CCC(C)(C)C)CN1CCOCC1)NC(=O)[C@H]1NCCC1